2-(3-chloro-5-fluoro-4-((4-isopropyl-6-oxo-1,6-dihydropyridazin-3-yl)oxy)phenyl)-3,5-dioxo-2,3,4,5-tetrahydro-1,2,4-triazine-6-carbonitrile ClC=1C=C(C=C(C1OC1=NNC(C=C1C(C)C)=O)F)N1N=C(C(NC1=O)=O)C#N